trimethoxytrifluoro-cyclotriphosphazene COP1(=NP(=NP(=N1)(F)OC)(F)OC)F